CC1CN(C1)C(=O)C=1N=C2N(N1)C(CC2)C2=CC=CC=C2 (3-Methylazetidin-1-yl)-(5-phenyl-6,7-dihydro-5H-pyrrolo[1,2-b][1,2,4]triazol-2-yl)methanone